5-chloro-N-((1r,4r)-4-((3-(5-(methylamino)pyridin-2-yl)-2-oxo-2,3-dihydro-1H-benzo[d]imidazol-1-yl)methyl)cyclohexyl)-2-(trifluoromethyl)nicotinamide ClC=1C=NC(=C(C(=O)NC2CCC(CC2)CN2C(N(C3=C2C=CC=C3)C3=NC=C(C=C3)NC)=O)C1)C(F)(F)F